tert-butyl 4-{2-[4-bromo-3-(4-fluorophenyl)-1H-pyrazol-5-yl]acetyl}piperazine-1-carboxylate BrC=1C(=NNC1CC(=O)N1CCN(CC1)C(=O)OC(C)(C)C)C1=CC=C(C=C1)F